2-(1-(6-ethoxypyridin-3-yl)ethyl)-10H-phenothiazine C(C)OC1=CC=C(C=N1)C(C)C1=CC=2NC3=CC=CC=C3SC2C=C1